COC(C1=C(C(=C(C=C1)Br)F)C(=C)C#N)=O.BrCCC#C[Si](C)(C)C (4-bromo-1-butynyl)trimethylsilane methyl-4-bromo-2-(1-cyanovinyl)-3-fluoro-benzoate